(4-amino-7-(1H-pyrazol-5-yl)-2H-pyrazolo[4,3-c]quinolin-2-yl)-N,N-dimethylacetamide NC1=NC=2C=C(C=CC2C=2C1=CN(N2)CC(=O)N(C)C)C2=CC=NN2